2-(trimethylsilyl)ethyl-(3R,4R)-3-{[{(1R)-1-[1-benzyl-4-(2,5-difluorophenyl)-1H-pyrrol-2-yl]-2,2-dimethylpropyl}(chloroacetyl)amino]methyl}-4-fluoropyrrolidine-1-carboxylate C[Si](CCOC(=O)N1C[C@H]([C@H](C1)F)CN(C(CCl)=O)[C@H](C(C)(C)C)C=1N(C=C(C1)C1=C(C=CC(=C1)F)F)CC1=CC=CC=C1)(C)C